C(=C)(C1=C(N([Si](C)(C)C)[Si](C)(C)C)C=CC=C1)C1=C(N([Si](C)(C)C)[Si](C)(C)C)C=CC=C1 vinylidenebis[N,N-bis(trimethylsilyl)aniline]